NC(C(=O)O)CC1=CC=CC=C1 α-aminohydrocinnamic acid